nitronium hexafluorophosphate F[P-](F)(F)(F)(F)F.O=[N+]=O